cis,cis,cis-1,2,3,4-cyclopentanetetracarboxylate C1(C(C(C(C1)C(=O)[O-])C(=O)[O-])C(=O)[O-])C(=O)[O-]